1-(4-aminopyridin-2-yl)cyclopropane-1-carbonitrile hydrochloride Cl.NC1=CC(=NC=C1)C1(CC1)C#N